boric acid, fluoride B(F)(F)F